CC1=C(C=C(C=C1)C=1C(=NC=CC1C(F)(F)F)C(=O)N)C1=CC2=C(N=C(N=C2)NC=2SC(=CN2)C)N2C1=NCC2 (4-methyl-3-(2-((5-methylthiazol-2-yl)amino)-8,9-dihydroimidazo[1',2':1,6]pyrido[2,3-d]pyrimidin-6-yl)phenyl)-4-(trifluoromethyl)picolinamide